C1(=CC=CC=C1)S(=O)(=O)O.CNN(C(C(=C)CCC)=O)NC N,N-dimethylaminopropylacrylamide benzenesulfonic acid salt